(1-((2r,4r,5r)-3,3-difluoro-4-hydroxy-5-(hydroxymethyl)tetrahydrofuran-2-yl)-2-oxo-1,2-dihydropyrimidin-4-yl)-2-methyl-6-(trifluoromethyl)nicotinamide FC1([C@@H](O[C@@H]([C@H]1O)CO)N1C(N=C(C=C1)C=1C(=NC(=C(C(=O)N)C1)C)C(F)(F)F)=O)F